(S)-6-(1-amino-1,3-dihydro-spiro[inden-2,4'-piperidin]-1'-yl)-3-(1-(3-chloro-5-(trifluoromethyl)pyridin-2-yl)vinyl)-1,5-dihydro-4H-pyrazolo[3,4-d]pyrimidin-4-one N[C@@H]1C2=CC=CC=C2CC12CCN(CC2)C=2NC(C1=C(N2)NN=C1C(=C)C1=NC=C(C=C1Cl)C(F)(F)F)=O